3-(tributoxysilyl)propyl-di-n-tridecylmethyl-ammonium chloride [Cl-].C(CCC)O[Si](CCC[N+](C)(CCCCCCCCCCCCC)CCCCCCCCCCCCC)(OCCCC)OCCCC